FC1=C(C=C(C=C1)OC=1C(=C2C=CN(C2=CC1F)S(=O)(=O)C1=CC=C(C=C1)C)S(=O)(=O)C)C=1NC=C(N1)CCCN1C(C2=CC=CC=C2C1=O)=O 2-[3-[2-[2-fluoro-5-[6-fluoro-4-methylsulfonyl-1-(p-tolylsulfonyl)indol-5-yl]oxy-phenyl]-1H-imidazol-4-yl]propyl]isoindoline-1,3-dione